C[Si]1(NCC(CCC1)=O)C 1,1-dimethylsilazepan-4-one